CS(=O)(=O)C1=CC=C(C=C1)[C@@H]1CN(C[C@H]1OCC1=CC=C(C=C1)C(F)(F)F)C(=O)OC(C)(C)C Tert-Butyl trans-3-(4-(methylsulfonyl)phenyl)-4-(4-(trifluoromethyl)benzyloxy)pyrrolidine-1-carboxylate